C(C)OC(NC(=S)NC1=NC=CN=C1C(F)(F)F)=O N-[[3-(trifluoromethyl)pyrazin-2-yl]aminothioformyl]carbamic acid ethyl ester